{[5-(3-Cyanophenyl)-3-hydroxypyridine-2-carbonyl]amino}-acetic acid C(#N)C=1C=C(C=CC1)C=1C=C(C(=NC1)C(=O)NCC(=O)O)O